FC(C(=O)O)(F)F.FC(C(=O)O)(F)F.OCCNC(CN1CC2(C1)CC(C2)N[C@H]2[C@@H](C2)/C(=C/C2=CC=CC=C2)/CC)=O N-(2-hydroxyethyl)-2-(6-(((1R,2S)-2-((E)-1-phenylbut-1-en-2-yl)cyclopropyl)amino)-2-azaspiro[3.3]heptan-2-yl)acetamide bis(2,2,2-trifluoroacetate)